pentan-1-aminium bromide [Br-].C(CCCC)[NH3+]